(S)-2-(2-bromophenyl)pyrrolidine-1-carboxylic acid benzyl ester C(C1=CC=CC=C1)OC(=O)N1[C@@H](CCC1)C1=C(C=CC=C1)Br